ethylene glycol bis(3-mercaptophenyl propionate) SC=1C=C(C=CC1)C(C(=O)OCCOC(C(C)C1=CC(=CC=C1)S)=O)C